[N-](S(=O)(=O)C(F)(F)F)S(=O)(=O)C(F)(F)F.C(CCC)[N+](C)(C)C butyltrimethylammonium bis(trifluoromethanesulfonyl)imide